5-(1-chloroazetidin-3-yl)-1H-benzo[cd]indol-2-one hydrochloride Cl.ClN1CC(C1)C=1C=CC=2C(NC3=CC=CC1C23)=O